1-butyl-3-(2,6-dimethyl-14-octadecyldotriacontan-9-yl)-2-methyl-1H-imidazol-3-ium chloride [Cl-].C(CCC)N1C(=[N+](C=C1)C(CCC(CCCC(C)C)C)CCCCC(CCCCCCCCCCCCCCCCCC)CCCCCCCCCCCCCCCCCC)C